O=C([C@H](O)[C@H](O)[C@@H](O)[C@@H](O)C)O hydrogen rhamnonate